methyl 3-bromo-5-fluoro-2-methoxybenzoate BrC=1C(=C(C(=O)OC)C=C(C1)F)OC